6-(3,6-Dihydro-2H-pyran-4-yl)isoquinoline-3-carboxylic acid ethyl ester C(C)OC(=O)C=1N=CC2=CC=C(C=C2C1)C=1CCOCC1